OC[C@H](C1=CC=CC=C1)NC1=NC(=NC=C1C1=NC=NO1)NC=1C=C2CCC(NC2=CC1)=O 6-[[4-[[(1S)-2-hydroxy-1-phenyl-ethyl]amino]-5-(1,2,4-oxadiazol-5-yl)pyrimidin-2-yl]amino]-3,4-dihydro-1H-quinolin-2-one